COC[C@@H](C(C)(C)C)C1=NC2=CC=CC=C2C(=C1N)N [(1S)-1-(methoxymethyl)-2,2-dimethyl-propyl]quinoline-3,4-diamine